2-((1,4-dimethyl-1H-pyrazol-3-yl)amino)acetonitrile CN1N=C(C(=C1)C)NCC#N